2-amino-1-(2-(3,4-difluorophenyl)-3-((3-fluorophenyl)amino)-8,8-dimethyl-5,6-dihydroimidazo[1,2-a]pyrazin-7(8H)-yl)ethan-1-one NCC(=O)N1C(C=2N(CC1)C(=C(N2)C2=CC(=C(C=C2)F)F)NC2=CC(=CC=C2)F)(C)C